COC(=O)C1[N+](C=C(C=C1)C(F)F)=O 5-(difluoromethyl)-1-oxo-pyridin-1-ium-2-carboxylic acid methyl ester